C[C@](N)(CC1=CNC2=CC=CC=C12)C(=O)O α-Methyl-tryptophan